(Z)-3-(4-methoxy-2-methylbenzylidene)-6-nitroisobenzofuran-1(3H)-one COC1=CC(=C(\C=C\2/OC(C3=CC(=CC=C23)[N+](=O)[O-])=O)C=C1)C